ethyl-hydroxyphenol C(C)C=1C(=C(C=CC1)O)O